sebacic acid triethanolamine salt N(CCO)(CCO)CCO.C(CCCCCCCCC(=O)O)(=O)O